gold-platinum-rhodium [Rh].[Pt].[Au]